Isopropylideneglycerol Methacrylate C(C(=C)C)(=O)OC(C(O)CO)=C(C)C